FC([C@@H](CC(F)(F)F)N[S@@](=O)C(C)(C)C)(F)F (S)-N-[(2R)-1,1,1,4,4,4-hexafluorobutan-2-yl]-2-methylpropane-2-sulfinamide